dihydro-4H-benzothiophene-2-carboxylic acid S1C(CC2C1=CC=CC2)C(=O)O